5-Chloro-2-(2-(2-hydroxy-prop-2-yl)pyrimidin-4-yl)isonicotinic acid methyl ester COC(C1=CC(=NC=C1Cl)C1=NC(=NC=C1)C(C)(C)O)=O